FC(COS(=O)(=O)C(F)(F)F)(C)C.FC1=C(C=CC=C1)CN1N=C(N=N1)C=1C=C(C=CC1NC1=CC(=CC=C1)C(F)(F)F)S(=O)(=O)NC 3-[2-[(2-fluorophenyl)methyl]tetrazol-5-yl]-N-methyl-4-[3-(trifluoromethyl)anilino]benzenesulfonamide (2-fluoro-2-methyl-propyl)trifluoromethanesulfonate